[Si](C1=CC=CC=C1)(C1=CC=CC=C1)(C(C)(C)C)O[C@@H]1[C@](COC1)(C)N1CCC(CC1)C1=C(C=C2C=NNC2=C1)Cl |o1:18| (R,R or S,S)-6-(1-(4-((tert-butyldiphenylsilyl)oxy)-3-methyltetrahydrofuran-3-yl)piperidin-4-yl)-5-chloro-1H-indazole